4-(4-hydroxyphenyl)-3-methyl-1-phenyl-1H-indeno[1,2-b]pyrazolo[4,3-e]pyridin-5-one OC1=CC=C(C=C1)C1=C2C(=NC3=C1C(=NN3C3=CC=CC=C3)C)C3=CC=CC=C3C2=O